8-chloro-1-[trans-4-(pyridin-2-yloxy)cyclohexyl]-5-[2-(tetrahydro-2H-pyran-2-yloxy)ethoxy]-5,6-dihydro-4H-[1,2,4]triazolo[4,3-a][1]benzazepine ClC=1C=CC2=C(CC(CC=3N2C(=NN3)[C@@H]3CC[C@H](CC3)OC3=NC=CC=C3)OCCOC3OCCCC3)C1